m-hydroxybenzyl bromide OC=1C=C(CBr)C=CC1